CC=1C=C2C(C=C(OC2=CC1)N1CCC2(CCN(C2=O)C)CC1)=O 6-methyl-2-(2-methyl-1-oxo-2,8-diazaspiro[4.5]decan-8-yl)-4-oxo-4H-chromen